5-chloro-N-(3,3-difluoro-5-(2-isobutyl-6-(1H-1,2,4-triazol-3-yl)-1H-imidazo[4,5-c]pyridin-1-yl)cyclohexyl)thiophene-2-carboxamide ClC1=CC=C(S1)C(=O)NC1CC(CC(C1)N1C(=NC=2C=NC(=CC21)C2=NNC=N2)CC(C)C)(F)F